NCCCCC1CC(N(C1)C(=O)OC(C)(C)C)(C)C tert-Butyl 4-(4-aminobutyl)-2,2-dimethyl-pyrrolidine-1-carboxylate